C(C)N(CC)C=1C(=C(C(=C(C(=O)[O-])C1)CCCCCC)C(C1=CC=CC=C1)=O)O Diethylamino-hydroxy-Benzoylhexylbenzoate